5-(4-chloro-3-(difluoromethoxy)phenyl)-3-(chloromethyl)-2-methylpyridine hydrochloride Cl.ClC1=C(C=C(C=C1)C=1C=C(C(=NC1)C)CCl)OC(F)F